5-[1-methyl-3-[1-(3-pyridyl)ethoxy]pyrazolo[3,4-c]pyridazin-5-yl]-1H-pyrimidine-2,4-dione CN1N=C(C=2C1=NN=C(C2)C=2C(NC(NC2)=O)=O)OC(C)C=2C=NC=CC2